COC(C[C@H]1[C@H](C(CC1)=O)CCCCC)=O |o1:4,5| methyl-2-((1S*,2R*)-3-oxo-2-pentylcyclopentyl)acetate